8-(3-Acrylamidophenyl)-2-((4-(4-methylpiperazin-1-yl)phenyl)amino)quinazoline-7-carboxamide methyl-2-(4-(hydroxymethyl)phenyl)-1-methyl-1H-imidazole-4-carboxylate COC(=O)C=1N=C(N(C1)C)C1=CC=C(C=C1)CO.C(C=C)(=O)NC=1C=C(C=CC1)C=1C(=CC=C2C=NC(=NC12)NC1=CC=C(C=C1)N1CCN(CC1)C)C(=O)N